ClC=1C=CC(=C(C1)CN(N1C(C2=CC(=CC=C2C1)C=1OC(=NN1)C(F)F)=O)C)O 2-{[(5-chloro-2-hydroxyphenyl)methyl](methyl)amino}-6-[5-(difluoromethyl)-1,3,4-oxadiazol-2-yl]-2,3-dihydro-1H-isoindol-1-one